ClC=1C=CC(=C(C1)C=1C(=NC(=NC1)NC=1C=NN(C1)C)NC=1C=C(C=CC1F)NC(C=C)=O)OC N-(3-((5-(5-chloro-2-methoxyphenyl)-2-((1-methyl-1H-pyrazol-4-yl)amino)pyrimidin-4-yl)amino)-4-fluorophenyl)acrylamide